1-(2-Hydroxy-3,3-dimethylbutyl)-3-((2-(2,2,2-trifluoroethoxy)-6-(trifluoromethyl)pyridin-4-yl)methyl)urea OC(CNC(=O)NCC1=CC(=NC(=C1)C(F)(F)F)OCC(F)(F)F)C(C)(C)C